2,4-dihydroxybenzoic acid-N-2-(4-hydroxy-3-methoxy-phenyl)ethylamide OC1=C(C=C(C=C1)CCNC(C1=C(C=C(C=C1)O)O)=O)OC